N-[(6-Amino-2-pyridyl)sulfonyl]-2-indolin-1-yl-6-(6-isopropoxy-3-pyridyl)pyridin-3-carboxamid NC1=CC=CC(=N1)S(=O)(=O)NC(=O)C=1C(=NC(=CC1)C=1C=NC(=CC1)OC(C)C)N1CCC2=CC=CC=C12